zinc 2-mercaptomethylbenzimidazole salt SCC=1NC2=C(N1)C=CC=C2.[Zn]